C[Si](CCOCN1C=CC2=C1N=CNC2=O)(C)C 7-(2-trimethylsilylethoxymethyl)pyrrolo[2,3-d]Pyrimidin-4-one